C(C1=CC=CC=C1)OCC(CN1C(=NC2=[N+](C=CC=C21)[O-])C)OCC 1-(3-benzyloxy-2-ethoxy-propyl)-2-methyl-4-oxido-imidazo[4,5-b]pyridin-4-ium